Methyl (S*)-3-(hydroxymethyl)-7-(methylcarbamoyl)-3-phenyl-2,3-dihydrobenzofuran-5-carboxylate OC[C@]1(COC2=C1C=C(C=C2C(NC)=O)C(=O)OC)C2=CC=CC=C2 |o1:2|